1-(1-(2-(6-(Trifluoromethyl)imidazo[1,2-a]pyrazin-3-yl)pyrimidin-4-yl)pyrrolidin-3-yl)piperidin-4-ol FC(C=1N=CC=2N(C1)C(=CN2)C2=NC=CC(=N2)N2CC(CC2)N2CCC(CC2)O)(F)F